β-Ethyl-5-fluorotryptophan C(C)C([C@H](N)C(=O)O)C1=CNC2=CC=C(C=C12)F